C(CCC\C=C/C\C=C/C\C=C/C\C=C/C\C=C/CC)O[C@H](C(=O)O)CC (S)-2-((5Z,8Z,11Z,14Z,17Z)-icosa-5,8,11,14,17-pentaenyloxy)butanoic acid